FC1(CN(C1)C(/C=C/CN1CCN(CC1)C(=O)NC1=CC=C(C=C1)C1=CC2=C(N=CN=C2N2CCC(CC2)(F)F)N1)=O)F (E)-4-(4-(3,3-difluoroazetidin-1-yl)-4-oxobut-2-en-1-yl)-N-(4-(4-(4,4-difluoropiperidin-1-yl)-7H-pyrrolo[2,3-d]pyrimidin-6-yl)phenyl)piperazine-1-carboxamide